CC1=CC=C(C=C1)[S@](=O)C (R)-1-methyl-4-(methylsulfinyl)benzene